(3s,4r)-3-((tert-butoxycarbonyl)amino)-4-(methoxy-d3)cyclopentane-1-carboxylic acid ethyl ester C(C)OC(=O)C1C[C@@H]([C@@H](C1)OC([2H])([2H])[2H])NC(=O)OC(C)(C)C